1-(3-fluoro-4-((4-(4-((4-((3-(methylsulfonyl)benzyl)amino)-5-(trifluoromethyl)pyrimidin-2-yl)amino)phenyl)piperidin-1-yl)methyl)phenyl)dihydropyrimidine-2,4(1H,3H)-dione FC=1C=C(C=CC1CN1CCC(CC1)C1=CC=C(C=C1)NC1=NC=C(C(=N1)NCC1=CC(=CC=C1)S(=O)(=O)C)C(F)(F)F)N1C(NC(CC1)=O)=O